n-pentyl isocaproate C(CCC(C)C)(=O)OCCCCC